C(C)[C@H]1N(C[C@@H](N(C1)C(=O)OC(C)(C)C)C)C(C)C1=C(C=C(C=C1)F)OC tert-butyl (2S,5R)-5-ethyl-4-(1-(4-fluoro-2-methoxyphenyl) ethyl)-2-methylpiperazine-1-carboxylate